N-(4-(8-fluoro-7-isopropoxy-1,3,4,5-tetrahydro-2H-benzo[c]azepin-2-yl)-2,6-dimethylphenyl)-3,3-dimethylbutanamide FC=1C(=CC2=C(CN(CCC2)C2=CC(=C(C(=C2)C)NC(CC(C)(C)C)=O)C)C1)OC(C)C